FC(OC1=CC=CC=2C(N([C@H]3C=4N([C@@H](C21)C3)C3=C(N4)C=CC(=C3)C#CCC(=O)OC)C([2H])([2H])[2H])=O)F methyl 4-((7R,14R)-1-(difluoromethoxy)-6-(methyl-d3)-5-oxo-5,6,7,14-tetrahydro-7,14-methanobenzo[f]benzo[4,5]imidazo[1,2-a][1,4]diazocin-11-yl)but-3-ynoate